C(C)(C)(C)C=1C(=CC(=C(C1)C(CC(C)SCCCCCCCCCCCC)C1=C(C=C(C(=C1)C(C)(C)C)O)C)C)O 1,1-bis-(5-tert-butyl-4-hydroxy-2-methyl-phenyl)-3-n-dodecylmercaptobutane